tert-Butyl 4-{[2-(1,1-dioxido-2,3-dihydro-1,4-benzothiazepin-4(5H)-yl)-6-methylquinolin-4-yl]carbonyl}piperidine-1-carboxylate O=S1(CCN(CC2=C1C=CC=C2)C2=NC1=CC=C(C=C1C(=C2)C(=O)C2CCN(CC2)C(=O)OC(C)(C)C)C)=O